ClC1=C(C=2N=C(N=C(C2C=N1)N1[C@@H]2[C@H]([C@@H]2CCCC1)F)OC([2H])([2H])[C@]12CCCN2CC(C1)=C)C 7-Chloro-4-((1S,7R,8S)-8-fluoro-2-azabicyclo[5.1.0]octan-2-yl)-8-methyl-2-(((S)-2-methylenetetrahydro-1H-pyrrolizin-7a(5H)-yl)methoxy-d2)pyrido[4,3-d]pyrimidine